Propanetricarboxylate C(CC)(C(=O)[O-])(C(=O)[O-])C(=O)[O-]